C(C)(C)(C)C1N=C(C2=C(C(=CC=C2C1)C(CC(C)(O)C1=NC=C(C=C1)Cl)=O)O)C Tert-butyl-7-(3-(5-chloropyridin-2-yl)-3-hydroxybutyryl)-8-hydroxy-1-methyl-3,4-dihydroisoquinoline